BrC=1N=C2C(=NC1)N(C(=C(C2=O)N2CCN(CC2)C(=O)OC(C)(C)C)CC)CC(=O)NC2=C(C=C(C=C2)C(F)(F)F)Cl tert-butyl 4-[2-bromo-5-[2-[2-chloro-4-(trifluoromethyl)anilino]-2-oxo-ethyl]-6-ethyl-8-oxo-pyrido[2,3-b]pyrazin-7-yl]piperazine-1-carboxylate